Methyl 5-((2-((tert-butoxycarbonyl)amino)ethyl)(methyl)amino)benzo[c][2,6]naphthyridine-8-carboxylate C(C)(C)(C)OC(=O)NCCN(C1=NC2=C(C3=CN=CC=C13)C=CC(=C2)C(=O)OC)C